C(C)(C)(C)OC(CN1CCN(CCN(CCN(CC1)C(CCC(=O)O)C(OC(C)(C)C)=O)CC(OC(C)(C)C)=O)C(CCC(=O)O)C(=O)OC(C)(C)C)=O 4,4'-(4,10-bis(2-(tert-butoxy)-2-oxoethyl)-1,4,7,10-tetraazacyclododecane-1,7-diyl)bis(5-tert-butoxy-5-oxopentanoic acid)